ethyl 4-(1-methylcyclopropylsulfonylcarbamoyl)-3-(pyrrolidin-1-yl)benzoate CC1(CC1)S(=O)(=O)NC(=O)C1=C(C=C(C(=O)OCC)C=C1)N1CCCC1